(Z)-4-(6alpha-hydroxy-l-7-oxoandrostane-3-yliden)butyric acid O[C@H]1C([C@H]2[C@@H]3CCC[C@@]3(C)CC[C@@H]2[C@]2(CC/C(/CC12)=C/CCC(=O)O)C)=O